2-methylsulfonylacetamide CS(=O)(=O)CC(=O)N